C(CCCCCCC\C=C/CCCCCCCC)(=O)OC(CC)N(C)C oleoyloxy-N,N-dimethylpropylamine